N[C@H]1CN(CCCC1)C(=O)OC(C)(C)C Tert-butyl (R)-3-aminoazepane-1-carboxylate